C=1(C(=CC=CC1)C(=O)OO)C(=O)OO 1,2-benzenedicarboperoxoic acid